3-(3-(Aminomethyl)-3-methyl-6-oxo-2,3,6,8-tetrahydro-7H-furo[2,3-e]isoindol-7-yl)piperidine-2,6-dione NCC1(COC2=C3CN(C(C3=CC=C21)=O)C2C(NC(CC2)=O)=O)C